ClC1=C(C(=CC=C1)Cl)C1CN(C1)C1=CC=C(C=C1)CN1CCC(CC1)(O)C 1-[[4-[3-(2,6-dichlorophenyl)azetidin-1-yl]phenyl]methyl]-4-methyl-piperidin-4-ol